OC(CN1CCC(CC1)NC1=C2C=C(N(C2=CC=C1)CC(F)(F)F)C#CCNC1=C(C=C(C(=O)NC(C)C)C=C1)OC)COC 4-{[3-(4-{[1-(2-hydroxy-3-methoxypropyl)piperidin-4-yl]amino}-1-(2,2,2-trifluoroethyl)-1H-indol-2-yl)prop-2-yn-1-yl]amino}-3-methoxy-N-(propan-2-yl)benzamide